2-((5-(2-Aminoprop-2-yl)-8-chloroisoquinolin-3-yl)amino)-7,7-dimethyl-7,8-dihydro-5H-pyrano[4,3-b]pyridin-5-one NC(C)(C)C1=C2C=C(N=CC2=C(C=C1)Cl)NC1=CC=C2C(=N1)CC(OC2=O)(C)C